N-((1-(1-(6-(fluoromethoxy)-7-methoxyquinolin-4-yl)piperidin-4-yl)cyclopropyl)methyl)thiodiamide FCOC=1C=C2C(=CC=NC2=CC1OC)N1CCC(CC1)C1(CC1)C[N-]S[NH-]